O=C1N(CCC(N1)=O)C1=NN(C2=CC(=C(C=C12)F)C1C(CN(CC1)CC(=O)OC(C)(C)C)(F)F)C tert-Butyl 2-[4-[3-(2,4-dioxohexahydropyrimidin-1-yl)-5-fluoro-1-methyl-indazol-6-yl]-3,3-difluoro-1-piperidyl]acetate